C(C=C)(=O)N1[C@@H](C[C@H](CC1)N1N=NC=2C(=NC=3C(=C(C(=CC3C21)C)C2=C1C=NNC1=CC=C2C)F)N2CC(C2)(C)N(C)C)CC#N 2-((2S,4S)-1-acryloyl-4-(4-(3-(dimethylamino)-3-methylazetidin-1-yl)-6-fluoro-8-methyl-7-(5-methyl-1H-indazol-4-yl)-1H-[1,2,3]triazolo[4,5-c]quinolin-1-yl)piperidin-2-yl)acetonitrile